ClC1=C(C=CC(=C1)C(F)(F)F)N1N=CC(=C1)C1=C2C(=NC=C1)NC=C2 4-{1-[2-chloro-4-(trifluoromethyl)-phenyl]-1H-pyrazol-4-yl}-1H-pyrrolo[2,3-b]pyridine